(1S,3S)-3-((6-(5-((3-(cyclobutyl-methyl)-3-methylureido)methyl)-1-methyl-1H-1,2,3-triazol-4-yl)-2-ethylpyridin-3-yl)oxy)cyclohexane-1-carboxylic acid C1(CCC1)CN(C(NCC1=C(N=NN1C)C1=CC=C(C(=N1)CC)O[C@@H]1C[C@H](CCC1)C(=O)O)=O)C